6-allyl-7-(1-acetyl-2-hydroxy-1-propenyl)-1-(2-thienyl)-2,3,4,5-tetrahydro-1H-azepine C(C=C)C=1CCCCN(C1C(=C(C)O)C(C)=O)C=1SC=CC1